C(C)[C@H]1N(C[C@@H](N(C1)N1N=C2C(N(C(C=C2)=O)C)=C1)C)C(C)C1=C(C=C(C=C1)C(F)(F)F)F ((2S,5R)-5-ethyl-4-(1-(2-fluoro-4-(trifluoromethyl)phenyl)ethyl)-2-methylpiperazin-1-yl)-4-methyl-2,4-dihydro-5H-pyrazolo[4,3-b]pyridin-5-one